CNC1=NC(=NC=C1C(F)(F)F)NC1=CC=NC=2N1N=CC2 N4-methyl-N2-(pyrazolo[1,5-a]pyrimidin-7-yl)-5-(trifluoromethyl)pyrimidine-2,4-diamine